ClC1=C(/C=C/S(=O)(=N)C2=C(C=NC=C2)F)C=CC=C1 (E)-(2-chlorostyryl)(3-fluoropyridin-4-yl)(imino)-λ6-sulfanone